8-bromo-2-methyl-4,5-dihydronaphtho[1,2-d]-[1,3]oxazole BrC1=CC=C2CCC3=C(N=C(O3)C)C2=C1